di-tert-butyl-phenol C(C)(C)(C)C=1C(=C(C=CC1)O)C(C)(C)C